tert-butyl 4-[6-isopropoxy-5-(pyrazolo[1,5-a]pyrimidin-3-ylcarbamoyl)indazol-2-yl]piperidine-1-carboxylate C(C)(C)OC=1C(=CC2=CN(N=C2C1)C1CCN(CC1)C(=O)OC(C)(C)C)C(NC=1C=NN2C1N=CC=C2)=O